1'-di-tert-butylphosphinoferrocene palladium dichloride [Pd](Cl)Cl.C(C)(C)(C)P([C-]1C=CC=C1)C(C)(C)C.[CH-]1C=CC=C1.[Fe+2]